2-(2-fluorobenzyl)-3-hydroxy-2H-pyrazolo[3,4-d]pyridazin-7(6H)-one FC1=C(CN2N=C3C(NN=CC3=C2O)=O)C=CC=C1